1,3,7-triazaspiro[4.5]decane-7-carboxamide N1CNCC12CN(CCC2)C(=O)N